C(C)(C)[C@H]1CO[C@@]23CCN(C[C@H]3CCC(N21)=O)CC2=NC=C(C=C2)C(F)(F)F (3S,7aR,11aR)-3-isopropyl-9-[[5-(trifluoromethyl)-2-pyridyl]methyl]-2,3,6,7,7a,8,10,11-octahydrooxazolo[2,3-j][1,6]naphthyridin-5-one